NCC1(C(CN(CC1)CC1=CC=CC=C1)O)CO 4-(aminomethyl)-1-benzyl-4-(hydroxymethyl)piperidin-3-ol